(S)-2-(2-(2-Aminoacetamido)acetamido)-N-(2-((4-(hydroxymethyl)phenyl)amino)-2-oxoethyl)-3-phenylpropionamide NCC(=O)NCC(=O)N[C@H](C(=O)NCC(=O)NC1=CC=C(C=C1)CO)CC1=CC=CC=C1